C(#N)C=1C=CC(=C(C(=O)NC2=CC(=CC(=C2)Cl)Cl)C1)S(=O)(=O)C 5-cyano-N-(3,5-dichlorophenyl)-2-(methylsulfonyl)benzamide